C12(CC3CC(CC(C1)C3)C2)CC(=O)NCCN 2-(adamantan-1-yl)-N-(2-aminoethyl)acetamide